The molecule is the organosulfinic acid arising from oxidation of the sulfhydryl group of L-cysteine. It has a role as a metabotropic glutamate receptor agonist, a human metabolite, an Escherichia coli metabolite and a mouse metabolite. It is an organosulfinic acid and a S-substituted L-cysteine. It is a conjugate acid of a 3-sulfino-L-alanine(1-). It is a tautomer of a L-cysteine-S-dioxide. C([C@@H](C(=O)O)N)S(=O)O